5-fluoro-4-[(3S)-3-isopropylpiperazin-1-yl]-2-(4-pyridinyl)-1H-pyrimidin-6-one FC1=C(N=C(NC1=O)C1=CC=NC=C1)N1C[C@@H](NCC1)C(C)C